C(C=C)OC1=C(C(=CC=C1)O)C(C)=O 1-(2-allyloxy-6-hydroxy-phenyl)-ethanone